FC=1C=C(C=CC1F)[C@H]1[C@@H](CN(C1)[C@@H](C(F)(F)F)COC)NC(=O)NC1=C(C(=NN1C1=CC=CC=C1)OC[C@H](C)O)C 1-((3S,4R)-4-(3,4-difluorophenyl)-1-((R)-1,1,1-trifluoro-3-methoxypropane-2-yl)pyrrolidin-3-yl)-3-(3-((S)-2-hydroxypropoxy)-4-methyl-1-phenyl-1H-pyrazol-5-yl)urea